Cl.N[C@@H]1CN(CC[C@H]1F)C1=NC2=C(N1CC1=NC=C(C#N)C=C1)C=CC(=C2)OC 6-((2-((3R,4R)-3-Amino-4-fluoropiperidin-1-yl)-5-methoxy-1H-benzo[d]imidazol-1-yl)methyl)nicotinonitril-hydrochlorid